ClC1=C(C=CC(=C1)Cl)C=1CCCC2=C(C1C1=CC(=C(C=C1)C=C1CN(C1)CCCF)C)C=CC=C2 8-(2,4-Dichlorophenyl)-9-(4-((1-(3-fluoropropyl)azetidin-3-yliden)methyl)-3-methylphenyl)-6,7-dihydro-5H-benzo[7]annulen